CC=1C=C(COC2=C(C3=CC=CC=C3C=C2)C=O)C=CC1C 2-((3,4-Dimethylbenzyl)oxy)-1-naphthaldehyde